CN(C1CCN(CC1)C(C=C)=O)C 1-[4-(dimethylamino)piperidin-1-yl]prop-2-en-1-one